6-(4-bromophenyl)-5-methyl-4-phenyl-3,4-dihydropyridone BrC1=CC=C(C=C1)C1=C(C(CC(N1)=O)C1=CC=CC=C1)C